N1CC(C1)N1N=NC(=C1C)C=1C=C(C=2N(C1)N=CC2C#N)O[C@H](C)C2=NC=CC=C2 6-[1-(azetidin-3-yl)-5-methyl-triazol-4-yl]-4-[(1R)-1-(2-pyridinyl)ethoxy]pyrazolo[1,5-a]pyridine-3-carbonitrile